FC=1C=C(C=CC1OC)C=1N(C2=CC=C(C=C2C1)N1CCN(CC1)C(CN)=O)C1=CC=C(C#N)C=C1 4-(2-(3-fluoro-4-methoxyphenyl)-5-(4-glycylpiperazin-1-yl)-1H-indol-1-yl)benzonitrile